NCCC[C@@H](C(=O)C=1SC2=C(N1)C=CC=C2)NC(=O)[C@H]2CN(CCC2)C(CCC2=CC=CC=C2)=O |&1:19| 1-(3-phenylpropionyl)piperidine-3(R,S)-carboxylic acid [4-amino-1(S)-(benzothiazole-2-carbonyl)butyl]amide